FC1(CN(CC1(C)C=O)C(=O)OC(C)(C)C)F tert-butyl 3,3-difluoro-4-formyl-4-methylpyrrolidine-1-carboxylate